FC1=CC(=C(C(=O)O)C=C1)C=1SC=CC1C1=CC=CC=C1 4-fluoro-2-(3-phenylthiophen-2-yl)benzoic acid